ClC1=CC=C(C=C1)C=1C(N(C=C2C=CC(=NC12)OCC1CC1)C1=CC2=CN(N=C2C=C1)C)=O 8-(4-chlorophenyl)-2-(cyclopropylmethoxy)-6-(2-methyl-2H-indazol-5-yl)-1,6-naphthyridin-7(6H)-one